4-(2-((phenylmethyl)sulfonamido)-4-(4-(4-((6-(trifluoromethyl)pyridazin-3-yl)oxy)-phenyl)piperidine-1-carbonyl)phenyl)piperidin-1-ium 2,2,2-trifluoroacetate FC(C(=O)[O-])(F)F.C1(=CC=CC=C1)CS(=O)(=O)NC1=C(C=CC(=C1)C(=O)N1CCC(CC1)C1=CC=C(C=C1)OC=1N=NC(=CC1)C(F)(F)F)C1CC[NH2+]CC1